C(N)(O)=O.C(C)C(=C)Cl ethyl chloroethylene carbamate